(S)-2-(5-(3-((2-Chloro-5-((1-(difluoromethyl)-1H-pyrazol-4-yl)ethynyl)pyridin-4-yl)amino)butoxy)-1-methyl-1H-pyrazol-4-yl)pyrimidin-4-amine ClC1=NC=C(C(=C1)N[C@H](CCOC1=C(C=NN1C)C1=NC=CC(=N1)N)C)C#CC=1C=NN(C1)C(F)F